(E)-4-(4-cyanobenzyl)-2-methyl-1,2,3,4-tetrahydroacridine-9-carboxylic acid C(#N)C1=CC=C(CC2CC(CC3=C(C4=CC=CC=C4N=C23)C(=O)O)C)C=C1